C(C1=CC=CC=C1)N1[C@@H]2CN([C@H](CC1=O)C(C2)(C)C)C2=CC=C(C=C2)OCC (1S,5R)-2-Benzyl-6-(4-ethoxyphenyl)-9,9-dimethyl-2,6-diazabicyclo[3.2.2]nonan-3-one